C[Si](CCOCN1C2=NC=3OCCCN(C3C=C2C=C1)C1=C(C(=O)O)C=CC=C1)(C)C 2-(4-[[2-(trimethylsilyl)ethoxy]methyl]-14-oxa-2,4,10-triazatricyclo[7.5.0.0^3,7]tetradeca-1(9),2,5,7-tetraen-10-yl)benzoic acid